2-[4-(2-ethyl-4,6-dimethyl-1H-imidazo[4,5-c]pyridin-1-yl)phenyl]ethyl (4-methylphenyl)sulfonylcarbamate CC1=CC=C(C=C1)S(=O)(=O)NC(OCCC1=CC=C(C=C1)N1C(=NC=2C(=NC(=CC21)C)C)CC)=O